C(#N)C=1C(=NC(=C(C(=O)NC=2C=C(C=CC2)[S@](=O)(C)=NC(=O)C2(CC2)NC(OC(C)(C)C)=O)C1C)N1CCC(CCC1)(F)F)C(F)(F)F tert-butyl (R)-(1-(((3-(5-cyano-2-(4,4-difluoroazepan-1-yl)-4-methyl-6-(trifluoromethyl)nicotinamido)phenyl)(methyl)(oxo)-λ6-sulfaneylidene)carbamoyl)cyclopropyl)carbamate